3,5-diisopropyl-phenyl-sodium C(C)(C)C=1C=C(C=C(C1)C(C)C)[Na]